N[C@@H](CC(=O)[O-])C(=O)OC(F)F difluoromethyl aspartate